N-(diphenylmethylene)-3-(2-methoxypyridin-4-yl)bicyclo[4.2.0]oct-1(6),2,4-trien-2-amine C1(=CC=CC=C1)C(=NC=1C=2CCC2C=CC1C1=CC(=NC=C1)OC)C1=CC=CC=C1